COC[C@@H]1N(CCC1)C=1OC2=C(N1)C=CC(=C2)N2C=C(C(C=C2C2=CC=C(C=C2)N2CC=CC=C2)=O)C(=O)O (R)-1-(2-(2-(methoxymethyl)pyrrolidin-1-yl)benzo[d]oxazol-6-yl)-4-oxo-6-(4-(pyridin-1-yl)phenyl)-1,4-dihydropyridine-3-carboxylic acid